S1C(=NC=C1)N1N=CC=C1C1=C(C=CC=C1)C(F)(F)F 1-(1,3-thiazol-2-yl)-5-[2-(trifluoromethyl)phenyl]-1H-pyrazol